NC1=CC=CC(=N1)S(=O)(=O)NC(=O)C=1C(=NC(=CC1)C1=C(C(=CC=C1)F)OC)OC1=C(C=C(C=C1C)C)C N-[(6-Amino-2-pyridyl)sulfonyl]-6-(3-fluoro-2-methoxyphenyl)-2-(2,4,6-trimethylphenoxy)pyridin-3-carboxamid